C1(CC1)CNP(OCC)(=O)C1=CC=C(C=C1)C1=NOC(=N1)C(F)(F)F ethyl N-(cyclopropylmethyl)-P-(4-(5-(trifluoromethyl)-1,2,4-oxadiazol-3-yl)phenyl)phosphonamidate